Methyl 1-(5-cyano-4-hydroxypyrimidin-2-yl)-1H-pyrazole-4-carboxylate C(#N)C=1C(=NC(=NC1)N1N=CC(=C1)C(=O)OC)O